(2S)-3-Hydroxy-N-[(2S)-4-methyl-1-[(2R)-2-methyloxiran-2-yl]-1-oxopentan-2-yl]-2-(phenylformamido)propenamide OC=C(C(=O)N[C@H](C(=O)[C@@]1(OC1)C)CC(C)C)NC(=O)C1=CC=CC=C1